ClC1=C(C=CC=C1Cl)C(CC)=N 1-(2,3-dichlorophenyl)propan-1-imine